3-(7-fluoro-1-methyl-6-piperazin-1-yl-indazol-3-yl)piperidine-2,6-dione FC=1C(=CC=C2C(=NN(C12)C)C1C(NC(CC1)=O)=O)N1CCNCC1